3,7-diketo-5beta-cholanic acid O=C1C[C@H]2CC([C@H]3[C@@H]4CC[C@H]([C@@H](CCC(=O)O)C)[C@]4(CC[C@@H]3[C@]2(CC1)C)C)=O